ClC=1C=C(C=CC1OC1CC1)[C@H]([C@@H](CN1CCCC1)NC(C(C1=CN=C(S1)C1=CC=C(C=C1)F)(F)F)=O)O N-((1r,2r)-1-(3-chloro-4-cyclopropoxyphenyl)-1-hydroxy-3-(pyrrolidin-1-yl)propan-2-yl)-2,2-difluoro-2-(2-(4-fluorophenyl)thiazol-5-yl)acetamide